Cl.CN1C(N(C2=C1C(=CC=C2)OC2CCNCC2)C2C(NC(CC2)=O)=O)=O 3-(3-methyl-2-oxo-4-(piperidin-4-yloxy)-2,3-dihydro-1H-benzo[d]imidazol-1-yl)piperidine-2,6-dione hydrochloride